(R)-1-(4-methoxybenzyl)-3-(6-(2-(pyridin-3-yl)pyrrolidine-1-carbonyl)spiro[3.3]heptan-2-yl)urea COC1=CC=C(CNC(=O)NC2CC3(C2)CC(C3)C(=O)N3[C@H](CCC3)C=3C=NC=CC3)C=C1